3-(aminomethyl)-5-fluoro-N-(3-methoxyphenyl)aniline ethyl-2-(hydroxyimino)-2-(1-(hydroxymethyl)cyclopropane-1-carboxamido)acetate C(C)OC(C(NC(=O)C1(CC1)CO)=NO)=O.NCC=1C=C(NC2=CC(=CC=C2)OC)C=C(C1)F